methyl (R)-3-methyl-2-(((S)-1-tritylaziridine-2-carboxamido)methyl)butanoate CC([C@@H](C(=O)OC)CNC(=O)C1[N@](C1)C(C1=CC=CC=C1)(C1=CC=CC=C1)C1=CC=CC=C1)C